3-(1-isopropyl-2-methyl-1H-imidazo[4,5-b]pyridin-6-yl)-N-(2-(4-methylpiperazin-1-yl)pyridin-4-yl)-1H-pyrrolo[2,3-b]pyridin-5-amine C(C)(C)N1C(=NC2=NC=C(C=C21)C2=CNC1=NC=C(C=C12)NC1=CC(=NC=C1)N1CCN(CC1)C)C